FCC([C@@H](C(NNC[C@@H]([C@@H](NC([C@@H](NC(OC)=O)C(C(F)(F)F)(C)C)=O)CC1=CC=C(C=C1)I)O)=O)NC(OC)=O)(C)C methyl ((5S,8S,9S,14S)-16-fluoro-9-hydroxy-8-(4-iodobenzyl)-15,15-dimethyl-3,6,13-trioxo-5-(1,1,1-trifluoro-2-methylpropan-2-yl)-2-oxa-4,7,11,12-tetraazahexadecan-14-yl)carbamate